C(C1=CC=CC=C1)(C1=CC=CC=C1)=NC1=CC2=CN(N=C2C=C1F)C1CCC(CC1)CO [4-[5-(benzhydrylideneamino)-6-fluoro-indazol-2-yl]cyclohexyl]methanol